OC1CCC(C=2C=CC=NC12)C(=O)N 8-hydroxy-5,6,7,8-tetrahydrochinolin-5-carboxamid